The molecule is a member of the class of furofurans that is tetrahydro-1H,3H-furo[3,4-c]furan-1-yl]-1,3-benzodioxole carrying an additional 3,4-dimethoxyphenyl substituent at position 4. It has a role as a plant metabolite. It is a furofuran, a lignan, a dimethoxybenzene and a member of benzodioxoles. COC1=C(C=C(C=C1)[C@@H]2[C@H]3CO[C@@H]([C@H]3CO2)C4=CC5=C(C=C4)OCO5)OC